N2-isopropyl-N4-(2-(trifluoromethyl)benzyl)pyrido[2,3-d]pyrimidine-2,4-diamine methanesulfonate CS(=O)(=O)O.C(C)(C)NC=1N=C(C2=C(N1)N=CC=C2)NCC2=C(C=CC=C2)C(F)(F)F